C(C)C=1C(C2=CC=C(C=C2C(C1)=O)O)=O 2-ethyl-6-hydroxy-1,4-naphthoquinone